C(C)OC1=NC=CC(=N1)C1=CC=2C=NC(=CC2N1)NC(=O)C=1C=NN(C1)C1CC(C1)O N-(2-(2-ethoxypyrimidin-4-yl)-1H-pyrrolo[3,2-c]pyridin-6-yl)-1-((1r,3r)-3-hydroxycyclobutyl)-1H-pyrazole-4-carboxamide